(S)-6-(1-amino-1,3-dihydrospiro[indene-2,4'-piperidine]-1'-yl)-3-(1-(3-fluorophenyl)cyclopropyl)-1,5-dihydro-4H-pyrazolo[3,4-d]pyrimidin-4-one N[C@@H]1C2=CC=CC=C2CC12CCN(CC2)C=2NC(C1=C(N2)NN=C1C1(CC1)C1=CC(=CC=C1)F)=O